(3R,4R)-4-(3,4-dimethoxybenzyl)-2-oxotetrahydrofuran COC=1C=C(C[C@@H]2CC(OC2)=O)C=CC1OC